O1C(=NC=C1)S 2-Oxazolethiol